C1CCC1 r-cyclobutane